6,12-bis(dicyanomethylene)-2,8-bis(3-trifluoromethyl-4-fluorophenyl)-5,11-diazaindeno[1,2-b]fluorene C(#N)C(=C1C2=CC(=CC=C2C2=NC=3C(C=4C=C(C=CC4C3N=C21)C2=CC(=C(C=C2)F)C(F)(F)F)=C(C#N)C#N)C2=CC(=C(C=C2)F)C(F)(F)F)C#N